C1(CC1)C(C1CC1)NC(=O)C1=CN=C(O1)C=1C=C(C=CC1)C1=NN(C(=C1)C(=O)O)CC(C)(C)O 3-(3-(5-((dicyclopropylmethyl)carbamoyl)oxazol-2-yl)phenyl)-1-(2-hydroxy-2-methylpropyl)-1H-pyrazole-5-carboxylic acid